Cl.ClC1=CC=C(C[C@H]2CO[C@H](CN2C2CCC(CC2)C=2SC(=C(N2)C)C)C(=O)NO)C=C1 (2R,5S)-5-(4-chlorobenzyl)-4-(4-(4,5-dimethylthiazol-2-yl)cyclohexyl)-N-hydroxymorpholine-2-carboxamide hydrochloride